(2-((5-bromo-3-(ethylsulfonylamino)pyridin-2-yl)oxy)ethyl)(isopropyl)carbamic acid tert-butyl ester C(C)(C)(C)OC(N(C(C)C)CCOC1=NC=C(C=C1NS(=O)(=O)CC)Br)=O